FC(CCCN1C(C(=CC2=C1N=C(N=C2)S(=O)(=O)C)N2CCN(C1=C(C=CC=C21)C)C(=O)OCC2=CC=CC=C2)=O)(CCO)F benzyl 4-[8-(4,4-difluoro-6-hydroxy-hexyl)-2-methylsulfonyl-7-oxo-pyrido[2,3-d]pyrimidin-6-yl]-8-methyl-2,3-dihydroquinoxaline-1-carboxylate